C(CCCCCCCCCCCCCCC)N1C(CCCC1)=O 1-N-hexadecyl-2-piperidone